C/C(/C(=O)OC(\C(=C\C)\C)=O)=C\C [(E)-2-methylbut-2-enoyl](E)-2-methylbut-2-enoate